2,4-Dimethylpentylacetat CC(COC(C)=O)CC(C)C